3-(5-(7-((6-azaspiro[2.5]octan-6-yl)methyl)imidazo[1,5-a]pyridin-5-yl)-1-oxoisoindolin-2-yl)piperidine-2,6-dione C1CC12CCN(CC2)CC2=CC=1N(C(=C2)C=2C=C3CN(C(C3=CC2)=O)C2C(NC(CC2)=O)=O)C=NC1